3,6-dichloro-N-[2-(3-methyl-1,2,4-oxadiazol-5-yl)ethyl]pyridazine-4-carboxamide ClC=1N=NC(=CC1C(=O)NCCC1=NC(=NO1)C)Cl